4-(N-(tert-butyl)sulfamoyl)-N-(3-(N-(tert-butyl)sulfamoyl)phenyl)-2-(6-azaspiro[2.5]octan-6-yl)benzamide C(C)(C)(C)NS(=O)(=O)C1=CC(=C(C(=O)NC2=CC(=CC=C2)S(NC(C)(C)C)(=O)=O)C=C1)N1CCC2(CC2)CC1